(2-Cyclopropylethyl)-4-(3-fluoro-1H-pyrazol-1-yl)-1H-imidazole-1-carboxamide C1(CC1)CCC=1N(C=C(N1)N1N=C(C=C1)F)C(=O)N